bisformylbicyclo[4.3.0]nonane C(=O)C1C2(CCCC2CCC1)C=O